N1N=CC(=C1)C1=CC=C(C=C1)NC=1C2=C(N=C(N1)C=1C=CC3=C(SC(=C3)C(=O)NC(C)C)C1)C=CS2 6-(4-((4-(1H-pyrazol-4-yl)phenyl)amino)thieno[3,2-d]pyrimidin-2-yl)-N-isopropylbenzo[b]thiophene-2-carboxamide